methoxy-4-amino-6-methylpyridine COC1=NC(=CC(=C1)N)C